2-(3-chloro-2-methylphenyl)-2-oxoacetic acid ethyl ester C(C)OC(C(=O)C1=C(C(=CC=C1)Cl)C)=O